tert-butyl (1-(((2,7-dichloro-8-fluoropyrido[4,3-d]pyrimidin-4-yl)amino)methyl)cyclopentyl)(methyl)carbamate ClC=1N=C(C2=C(N1)C(=C(N=C2)Cl)F)NCC2(CCCC2)N(C(OC(C)(C)C)=O)C